(2S,11aR)-7-fluoro-2-hydroxy-6-(((S)-1-methoxypropan-2-yl)oxy)-8-methyl-2,3,11,11a-Tetrahydro-1H,5H-benzo[f]pyrrolo[2,1-c][1,4]oxazepin-5-one FC=1C(=CC2=C(C(N3[C@@H](CO2)C[C@@H](C3)O)=O)C1O[C@H](COC)C)C